Benzyl((ethoxycarbonyl)(((1'R,2'R)-5'-methyl-4-pentyl-2'-(prop-1-en-2-yl)-6-((triethylsilyl)oxy)-1',2',3',4'-tetrahydro-[1,1'-biphenyl]-2-yl)oxy)phosphoryl)-L-Alanine C(C1=CC=CC=C1)N([C@@H](C)C(=O)O)P(=O)(OC1=C(C(=CC(=C1)CCCCC)O[Si](CC)(CC)CC)[C@H]1[C@@H](CCC(=C1)C)C(=C)C)C(=O)OCC